C1(CC1)C(CCOC1=NN(C=C1)C=1C=CC=2C(NS(C3=CC=CC(NCCCC4CCC(N4C2N1)(C)C)=N3)(=O)=O)=O)C3CC3 8-[3-(3,3-dicyclopropylpropoxy)-1H-pyrazol-1-yl]12,12-dimethyl-2λ6-thia-3,9,11,19,24-pentaazatetracyclo[18.3.1.05,10.011,15]tetracosa-1(23),5(10),6,8,20(24),21-hexaene-2,2,4-trione